N1C(=NC2=C1C=CC=C2)CNCCC=2SC=C(N2)C(=O)N(C2=CC=CC=C2)C 2-{2-[(1H-1,3-Benzodiazol-2-ylmethyl)amino]ethyl}-N-methyl-N-phenyl-1,3-thiazole-4-carboxamide